CN1C(N(C(C=2N(C(=NC12)S(=O)(=O)C)C)=O)CC(=O)N(C)C)=O 2-(3,7-dimethyl-8-(methylsulfonyl)-2,6-dioxo-2,3,6,7-tetrahydro-1H-purin-1-yl)-N,N-dimethylacetamide